OC1=C(C(=O)C2=CC=C(C=C2)CC)C=CC(=C1)O 2,4-Dihydroxy-4'-ethylbenzophenone